(Z)-octadec-9-en-1-yl 5-((((6-bromohexyl)oxy)dimethylsilyl)oxy)-2,2-dimethyl-5-(((Z)-octadec-9-en-1-yl)oxy)pentanoate BrCCCCCCO[Si](OC(CCC(C(=O)OCCCCCCCC\C=C/CCCCCCCC)(C)C)OCCCCCCCC\C=C/CCCCCCCC)(C)C